[Sn](=O)=O.[Cu] copper-tin dioxide